ClC1=CC=C(S1)C1=C(C(=NN1C)NC(C[C@@H](C(F)(F)F)OC)=O)C1CCC1 (S)-N-(5-(5-chlorothiophen-2-yl)-4-cyclobutyl-1-methyl-1H-pyrazol-3-yl)-4,4,4-trifluoro-3-methoxybutanamide